N1(C=NC=C1)C1=C(C=C(C=2N=CN(C21)C)C2=CC=C(C=C2)OC(F)(F)F)CN [4-imidazol-1-yl-3-methyl-7-[4-(trifluoromethoxy)phenyl]benzimidazol-5-yl]methanamine